(R)-8-acetyl-5,7-dihydroxy-3,4a,6-trimethyl-1-(4-oxo-3,4-dihydro-phthalazin-1-yl)-1,4a-dihydro-4H-benzofuro[3,2-f]indazol-4-one C(C)(=O)C1=C(C(=C(C2=C1OC=1[C@@]2(C(C=2C(=NN(C2C1)C1=NNC(C2=CC=CC=C12)=O)C)=O)C)O)C)O